ClC1=CC=C(C=C1)[C@@]1(N(C(C2=CC(=CC(=C12)F)C(=O)C=1C=NN(C1)C)=O)CC1=NC=C(C=C1)Cl)OCC1(CC1)CO (R)-3-(4-chlorophenyl)-2-((5-chloropyridin-2-yl)methyl)-4-fluoro-3-((1-(hydroxymethyl)cyclopropyl)methoxy)-6-(1-methyl-1H-pyrazole-4-carbonyl)isoindolin-1-one